N1N=CC(=C1)C1=CC(N(C=C1)C=1SC=2N=C(SC2N1)OC1CC(NC(C1)(C)C)(C)C)=O 4-(1H-Pyrazol-4-yl)-1-{5-[(2,2,6,6-tetramethylpiperidin-4-yl)oxy][1,3]thiazolo[5,4-d][1,3]thiazol-2-yl}pyridin-2(1H)-on